2-chloro-6-((6aS,8R)-8-((5-chloro-6-vinylpyridin-3-yl)oxy)-6a-ethyl-5,6,6a,7,8,9-hexahydropyrrolo[1',2':4,5]pyrazino[2,3-c]pyridazin-2-yl)phenol ClC1=C(C(=CC=C1)C=1C=C2C(=NN1)NC[C@]1(N2C[C@@H](C1)OC=1C=NC(=C(C1)Cl)C=C)CC)O